methyl 2-((5-cyclopropyl-3-(2,6-dichlorophenyl)isoxazol-4-yl)methoxy)-8-hydroxy-10,11-dihydrobenzo[6,7]oxepino[3,2-b]pyridine-7-carboxylate C1(CC1)C1=C(C(=NO1)C1=C(C=CC=C1Cl)Cl)COC1=CC=C2C(=N1)CCC1=C(O2)C=C(C(=C1)O)C(=O)OC